Methyl (3R)-3-[(4S)-4-(2-bromoacetyl)-4-methyl-chroman-8-yl]butanoate BrCC(=O)[C@]1(CCOC2=C(C=CC=C12)[C@@H](CC(=O)OC)C)C